FC1=C(C(=CC=C1)F)C=1SC(=CN1)C(=O)O 2-(2,6-difluorophenyl)thiazole-5-carboxylic acid